(Z)-4-((1-(4-amino-2-fluorobut-2-en-1-yl)-2,5-dimethyl-1H-pyrrolo[3,2-b]pyridin-3-yl)methyl)-N,N-dimethylbenzenesulfonamide dihydrochloride Cl.Cl.NC\C=C(\CN1C(=C(C2=NC(=CC=C21)C)CC2=CC=C(C=C2)S(=O)(=O)N(C)C)C)/F